O[C@@H](C)C=1N(C=CN1)CC=1N=C(OC1)C1=CC=C(C=C1)C#CC1=CC=C(C=C1)C(=O)N1CCOCC1 (S)-(4-((4-(4-((2-(1-hydroxyethyl)-1H-imidazol-1-yl)methyl)oxazol-2-yl)phenyl)ethynyl)phenyl)(morpholinyl)methanone